ClC=1C=C(C=C(C1)F)N1N=C(C2=C1C=1C=C(C(=CC1OC2)OC)C=2C=NN(C2)CC(=O)N)C(=O)N2C(COCC2)(C)C (4-(1-(3-chloro-5-fluorophenyl)-3-(3,3-dimethylmorpholine-4-carbonyl)-7-methoxy-1,4-dihydrochromeno[4,3-c]pyrazol-8-yl)-1H-pyrazol-1-yl)acetamide